d-1,2-dimethoxyethane COCCOC